O=C1NC(CCC1N1C(C2=CC=C(C(=C2C1)F)CN1CCC(CC1)C1=CC=C(C=C1)N1N=C2C(=CC=CC2=C1)C(=O)N)=O)=O 2-(4-(1-((2-(2,6-dioxopiperidin-3-yl)-4-fluoro-1-oxoisoindoline-5-yl)methyl)piperidine-4-yl)phenyl)-2H-indazole-7-carboxamide